O=C1NC(CCC1C1=CC=C(OCCOC2=C(C=NC=C2)C2CN(C2)C(=O)[C@@H]2CC[C@H]3N2C([C@H](CCC3)NC(OC(C)(C)C)=O)=O)C=C1)=O tert-butyl ((3S,6S,9aS)-3-(3-(4-(2-(4-(2,6-dioxopiperidin-3-yl)phenoxy)ethoxy)pyridin-3-yl)azetidine-1-carbonyl)-5-oxooctahydro-1H-pyrrolo[1,2-a]azepin-6-yl)carbamate